4-(2-fluorophenyl)-7-((3R)-1-methyl-3-piperidinyl)-2-(2-(2-propenoyl)-2,6-diazaspiro[3.4]octan-6-yl)-5,6,7,8-tetrahydro-1,7-naphthyridine-3-carbonitrile FC1=C(C=CC=C1)C1=C(C(=NC=2CN(CCC12)[C@H]1CN(CCC1)C)N1CC2(CN(C2)C(C=C)=O)CC1)C#N